FC1=CC=C(C=C1)N1C(C2=CC=C(C=C2CC1)O)=O 2-(4-fluorophenyl)-6-hydroxy-3,4-dihydroisoquinolin-1-one